Guanidin-HBr Br.NC(=N)N